BrC1=CC(=CC2=C1N=CN2COCC[Si](C)(C)C)S(=O)(=O)N(C)C(C)(C)C 7-bromo-N-tert-butyl-N-methyl-3-(2-trimethylsilylethoxymethyl)benzimidazole-5-sulfonamide